C1(=CC=CC=C1)C1=CCC1 1-Phenylcyclobutene